2-methyl-tetrahydro-furan CC1OCCC1